F[C@H]1C[C@]2(CCCN2C1)COC1=NC2=C(C(=C(C=C2C(=N1)N1CC2CCC(C1)N2)Cl)C2=C(C(=CC(=N2)N)C)C(F)(F)F)F 6-(2-{[(2S,7aR)-2-fluoro-hexahydro-1H-pyrrolizin-7a-yl]methoxy}-6-chloro-4-{3,8-diazabicyclo[3.2.1]octan-3-yl}-8-fluoroquinazolin-7-yl)-4-methyl-5-(trifluoromethyl)pyridin-2-amine